2-((ethylamino)methyl)-1-(4-fluorophenyl)cyclohexane-1-ol C(C)NCC1C(CCCC1)(O)C1=CC=C(C=C1)F